5-fluoro-4-iodo-6-(2-((tetrahydro-2H-pyran-2-yl)oxy)ethoxy)nicotinonitrile FC=1C(=NC=C(C#N)C1I)OCCOC1OCCCC1